ClC1=CC=C(S1)CNC1=CC(=NN1C(C(C)(C)C)=O)C1CN(CC1)C(=O)N1CCOCC1 1-(5-{[(5-chlorothiophen-2-yl)methyl]amino}-3-[1-(morpholine-4-carbonyl)pyrrolidin-3-yl]-1H-pyrazol-1-yl)-2,2-dimethylpropan-1-one